Br.N1C(NCC1)=N imidazolin-2-imine Hydrobromide